Cl[C@@H]1C2C=CC([C@H]1Cl)C2 (+/-)-(5R,6R)-5,6-dichloronorbornene